5-Carboxylcytosin C(=O)(O)C=1C(=NC(NC1)=O)N